6-[4-[(2S)-2-[(tert-butoxycarbonyl)amino]-4-carbamoylbutoxy]-3-fluorophenyl]hexanoic acid C(C)(C)(C)OC(=O)N[C@H](COC1=C(C=C(C=C1)CCCCCC(=O)O)F)CCC(N)=O